(R)-5-(7-chloro-3-cyclohexyl-2-methyl-1,1-dioxido-5-phenyl-2,3,4,5-tetrahydrobenzo[f][1,2,5]thiadiazepin-8-yl)nicotinate ClC=1C(=CC2=C(N(C[C@H](N(S2(=O)=O)C)C2CCCCC2)C2=CC=CC=C2)C1)C=1C=NC=C(C(=O)[O-])C1